BrC1=CC=CC=2N(C(N(C21)C)=O)C2C(N(C(CC2)=O)CC2=CC=C(C=C2)OC)=O (4-bromo-3-methyl-2-oxo-benzoimidazol-1-yl)-1-[(4-methoxyphenyl)methyl]Piperidine-2,6-dione